Nitrogen Argon Water O.[Ar].[N]